4-methyl-6-(4-(1-((R)-3-(4-methyl-1-oxo-1,3-dihydroisobenzofuran-5-yl)piperazin-1-yl)ethyl)-2H-1,2,3-triazol-2-yl)pyridine-3-carbonitrile CC1=C(C=NC(=C1)N1N=CC(=N1)C(C)N1C[C@H](NCC1)C=1C(=C2COC(C2=CC1)=O)C)C#N